(2-chloro-3-methoxy-phenyl)methanone ClC1=C(C=CC=C1OC)C=O